Cyclotetra-siloxane O1[SiH2]O[SiH2]O[SiH2]O[SiH2]1